C(C)OC(=O)C=1N(C(=C(C1C1=CC=CC=C1)C(=O)OCC)C)C 1,5-dimethyl-3-phenyl-1H-pyrrole-2,4-dicarboxylic acid diethyl ester